4-benzyl-N-[5-(2-fluoroethoxy)-4,6-dimethoxy-pyrimidin-2-yl]-1H-pyrrole-3-sulfonamide C(C1=CC=CC=C1)C=1C(=CNC1)S(=O)(=O)NC1=NC(=C(C(=N1)OC)OCCF)OC